8-((benzyl-(methyl)amino)methyl)-3,9-dihydroxybenzo[5,6]oxazepin C(C1=CC=CC=C1)N(C)CC1=C(C2=C(C=CC(=NO2)O)C=C1)O